CC=1C=C(C=C(C1)C)NC1=CC=NC2=CC=CC=C12 N-(3,5-dimethylphenyl)quinolin-4-amine